(2E)-1-{4-[(6-acetyl-1,2-diazin-4-yl)carbonyl]piperazin-1-yl}-3-(2,2-difluorobenzo[d][1,3]dioxol-5-yl)prop-2-en-1-one C(C)(=O)C1=CC(=CN=N1)C(=O)N1CCN(CC1)C(\C=C\C1=CC2=C(OC(O2)(F)F)C=C1)=O